FC=1C=C(C=C(C1)NCCO)NC(=O)NC1=C(C=CC(=C1)Br)CO 1-[3-fluoro-5-(2-hydroxyethylamino)phenyl]-3-(5-bromo-2-hydroxymethylphenyl)urea